[N+](=O)([O-])C=1C=C(C=NC2=CC=C(C=C2)S(=O)(=O)N)C=CC1 4-(3-Nitrobenzylideneamino)Benzenesulfonamide